ClC1=C2C=C(N(C2=CC=C1Cl)C)C(=O)NC1(COC1)C1=CC=C(C=C1)CC(=O)O (4-(3-(4,5-Dichloro-1-methyl-1H-indole-2-carboxamido)oxetan-3-yl)-phenyl)acetic acid